lead isoprene C=CC(C)=C.[Pb]